ClC=1C(=NC(=NC1)NC1=C(C=C(C=C1)N1CCN(CC1)C(CCCCCC(=O)NC1=C2CN(C(C2=CC=C1)=O)C1C(NC(CC1)=O)=O)=O)OC)NC1=C(C=CC=C1)P(=O)(C)C 7-(4-(4-((5-chloro-4-((2-(dimethylphosphoryl)phenyl)amino)pyrimidin-2-yl)amino)-3-methoxyphenyl)piperazin-1-yl)-N-(2-(2,6-dioxopiperidin-3-yl)-1-oxoisoindolin-4-yl)-7-oxoheptanamide